BrC1=C(C=CC=C1)CC(=O)NC1=CCN(C=C1)C(C)(C)C 4-[[2-(2-Bromophenyl)acetyl]amino]-N-tert-butyl-pyridine